Tert-butyl (1S,4S)-5-(6-{[2-(4-fluorobenzamido)pyridin-4-yl]amino}-5-nitropyridin-2-yl)-2,5-diazabicyclo[2.2.1]heptane-2-carboxylate FC1=CC=C(C(=O)NC2=NC=CC(=C2)NC2=C(C=CC(=N2)N2[C@@H]3CN([C@H](C2)C3)C(=O)OC(C)(C)C)[N+](=O)[O-])C=C1